5-[4-amino-5-(trifluoromethyl)-pyrrolo[2,1-f][1,2,4]triazin-7-yl]-N-[(3R,4S)-4-fluoro-1-(5,5,5-trifluoro-4-hydroxy-pentan-2-yl)pyrrolidin-3-yl]-2-methoxypyridine-3-carboxamide NC1=NC=NN2C1=C(C=C2C=2C=C(C(=NC2)OC)C(=O)N[C@@H]2CN(C[C@@H]2F)C(C)CC(C(F)(F)F)O)C(F)(F)F